C(C)OC(=O)C1=NN(C=C1)OCCCOC=1N(N=CC1Br)C [3-(4-bromo-2-methyl-pyrazol-3-yl)oxypropoxy]-1H-pyrazole-3-carboxylic acid ethyl ester